tert-butyl 4-(3-hydroxycyclobutyl)-piperidine-1-carboxylate OC1CC(C1)C1CCN(CC1)C(=O)OC(C)(C)C